CN(S(=O)(=O)C)C1=CC=C(C=C1)OCC1(OC1)C N-methyl-N-(4-((2-methyloxiran-2-yl)methoxy)phenyl)methanesulfonamide